BrC=1C=C(C=CC1)NC1=NC=CC=C1[N+](=O)[O-] N-(3-bromophenyl)-3-nitropyridin-2-amine